IC1=CC=C(C=C1)I 1,4-bis-iodobenzene